ClC=1C=C(C=CC1F)NC1=NC=NC2=CC(=C(C=C12)NC(\C=C\CN(C)C)=O)OCCOC(C(=O)[O-])CCCC 2-([4-[(3-chloro-4-fluorophenyl)amino]-6-[(2E)-4-(dimethylamino)but-2-enamido]quinazolin-7-yloxy]ethoxy)hexanoate